(S)-2-methoxy-2-(2,2,7-trifluoro-3-oxo-6-(perfluorophenyl)-2,3-dihydro-4H-benzo[b][1,4]oxazin-4-yl)acetic acid CO[C@@H](C(=O)O)N1C2=C(OC(C1=O)(F)F)C=C(C(=C2)C2=C(C(=C(C(=C2F)F)F)F)F)F